C(C)(C)(C)OC(=O)N1CC(C1)[C@@H]1CN(CCC1)CCO (R)-3-(1-(2-hydroxyethyl)piperidin-3-yl)azetidine-1-carboxylic acid tert-butyl ester